(3-(4-(methylthio)phenyl)propoxy)tetrahydro-2H-pyran CSC1=CC=C(C=C1)CCCOC1OCCCC1